CCCCCCCCCCCCCCCC(=O)OC[C@H](COP(=O)(O)OC[C@@H](C(=O)O)N)OC(=O)CCCCCCCCC/C=C\CCCCCC 1-hexadecanoyl-2-(11Z-octadecenoyl)-sn-glycero-3-phosphoserine